[La].C(C1=CC=CC=C1)O[C@@H]1[C@H](N(C[C@@H]([C@H]1OCC1=CC=CC=C1)OCC1=CC=CC=C1)CC1CCC(CC1)C1CC1)C (2R,3R,4R,5S)-3,4,5-tris(benzyloxy)-1-(((1s,4S)-4-cyclopropylcyclohexyl)methyl)-2-methyl-piperidine lanthanum